N1=CN=C2NC=NC2=C1C=1C(=NC=CC1)NC=1C=C(C=CC1C)NC(C1=NC=CC(=C1)C1CC1)=O N-(3-((3-(9H-purin-6-yl)pyridin-2-yl)amino)-4-methylphenyl)-4-cyclopropylpicolinamide